COC(C1=CC=C(C=C1)CN1C(=NC=C1)C)=O Methyl-4-((2-Methyl-1H-Imidazol-1-Yl)Methyl)Benzoate